1-(5-fluoro-2-methoxy-4-(2,2,2-trifluoroethoxy)phenyl)-N-(isoxazol-3-yl)-N-(4-methoxybenzyl)-2-oxo-1,2-dihydroquinoline-6-sulfonamide FC=1C(=CC(=C(C1)N1C(C=CC2=CC(=CC=C12)S(=O)(=O)N(CC1=CC=C(C=C1)OC)C1=NOC=C1)=O)OC)OCC(F)(F)F